N-(2,3-dihydro-1H-inden-1-yl)-1,5,7-trimethyl-4-oxo-4,5-dihydro-1H-pyrrolo[3,2-c]pyridine-3-carboxamide C1(CCC2=CC=CC=C12)NC(=O)C1=CN(C2=C1C(N(C=C2C)C)=O)C